C(C)OCC(CC(=O)[Ti+2]C(CC(=O)COCC)=O)=O di(ethoxyacetoacetyl)titanium (IV)